C(C)NC(CC)S(=O)(=O)O ethylaminopropanesulfonic acid